C(C(C)C)OC(=O)N[C@@H](CCOC1CC(C1)CCC1=NC=2NCCCC2C=C1)C(=O)O N-(isobutoxycarbonyl)-O-(3-(2-(5,6,7,8-tetrahydro-1,8-naphthyridin-2-yl)ethyl)cyclobutyl)homoserine